C1(CC1)C=1C=NC=C(C1)C#C 3-cyclopropyl-5-ethynylpyridine